rac-Methyl 2-((4-((tert-butoxycarbonyl)amino)pentyl)oxy)-4-fluorobenzoate C(C)(C)(C)OC(=O)N[C@@H](CCCOC1=C(C(=O)OC)C=CC(=C1)F)C |r|